FC1(CC(C1)N1C(=NC2=NC=C(C=C21)C=2C=CN1N=C(N=CC12)C1(CCC(CC1)NC)N)C)F 1-(5-(1-(3,3-difluorocyclobutyl)-2-methyl-1H-imidazo[4,5-b]pyridin-6-yl)pyrrolo[2,1-f][1,2,4]triazin-2-yl)-N4-methylcyclohexane-1,4-diamine